(chloro)(p-cymene) ruthenium (II) [Ru+2].ClC1=C(C=CC(=C1)C)C(C)C